C1(=CC=CC=C1)COC[C@H]1OC1 (2S)-2-(phenylmethoxymethyl)oxirane